methyl 2-((2-(((tert-butoxycarbonyl)(2-(6-methoxy-3-nitropyridin-2-yl)ethyl)amino)methyl)-4-fluorophenyl)amino)-4,5-difluorobenzoate C(C)(C)(C)OC(=O)N(CCC1=NC(=CC=C1[N+](=O)[O-])OC)CC1=C(C=CC(=C1)F)NC1=C(C(=O)OC)C=C(C(=C1)F)F